5-CHLORO-3-METHYL-1-(PENTAN-3-YL)-1H-PYRAZOLE-4-CARBALDEHYDE ClC1=C(C(=NN1C(CC)CC)C)C=O